(3-{6-oxo-4-[6-(tetrahydropyran-4-ylmethoxy)pyridin-3-yl]-1,6-dihydropyrimidin-2-yl}-4-(trifluoromethyl)benzyl)isobutyramide O=C1C=C(N=C(N1)C=1C=C(CC(C(=O)N)(C)C)C=CC1C(F)(F)F)C=1C=NC(=CC1)OCC1CCOCC1